ClC1=CC=C2C(=N1)C=C(N2COCC[Si](C)(C)C)CN(C(OC(C)(C)C)=O)C tert-butyl ((5-chloro-1-((2-(trimethylsilyl)ethoxy)methyl)-1H-pyrrolo[3,2-b]pyridin-2-yl)methyl)(methyl)carbamate